valerylcholine C(CCCC)(=O)OCC[N+](C)(C)C